NC1=NOC2=C1C=CC(=C2)CNC([C@H](CC2=CC(=C(C=C2)F)F)NC(CN2[C@@H](CCC[C@@H]2C)C)=O)=O (2S)-N-[{3-amino-1,2-benzoxazol-6-yl}methyl]-3-(3,4-difluorophenyl)-2-{2-[(2R,6S)-2,6-dimethylpiperidin-1-yl]acetamido}propanamide